C[C@@H]1[C@@H](C[C@H]([C@H](O1)O[C@@H]2[C@@H]([C@H](O[C@@H]([C@H]2O[C@H]3[C@@H]([C@H]([C@@H]([C@H](O3)CO)O[C@@H]4[C@@H]([C@H]([C@@H]([C@H](O4)CO)O)O)O)O)O)CO)O[C@H]5[C@H]([C@@H]([C@H](O[C@@H]5O)CO)O)O)O)O)O The molecule is a branched pentasaccharide comprised of an alpha-D-glucosyl-(1->4)-beta-D-glucosyl-(1->4)-alpha-D-mannosyl-(1->2)-alpha-D-mannose tetrasaccharide chain, on to the non-reducing mannosyl residue of which is attached an abequosyl residue via a (1->3) linkage.